FC=1C=C(C=CC1)C#CC=1C=NC=CC1SC(C(=O)O)(C)C 2-((3-((3-fluorophenyl)ethynyl)pyridin-4-yl)thio)-2-methylpropanoic acid